tert-butyl (1S,2S)-1-hydroxy-2-((R)-5H-imidazo[5,1-a]isoindol-5-yl)-8-azaspiro[4.5]decane-8-carboxylate O[C@H]1[C@@H](CCC12CCN(CC2)C(=O)OC(C)(C)C)[C@H]2N1C(C3=CC=CC=C23)=CN=C1